4-(6-(2,5-difluorophenyl)-6-(1,6-dimethyl-2-oxo-1,2-dihydropyridin-3-yl)hexa-1,3-Diyn-1-yl)-1H-pyrrole FC1=C(C=C(C=C1)F)C(CC#CC#CC=1C=CNC1)C=1C(N(C(=CC1)C)C)=O